p-[2-(2-{2-[2-(Tosyloxy)ethoxy]ethoxy}ethoxy)ethoxysulfonyl]toluene S(=O)(=O)(C1=CC=C(C)C=C1)OCCOCCOCCOCCOS(=O)(=O)C1=CC=C(C)C=C1